CC1=NN(C(O1)=O)C(=O)OCC ethyl 5-methyl-2-oxo-1,3,4-oxadiazol-3-carboxylate